(6-((4-(2-Hydroxypropan-2-yl)-6-(5-(trifluoromethyl)thiazol-2-yl)pyridin-2-yl)amino)-3-(methyl-d3)-2-oxo-2,3-dihydro-1H-imidazo[4,5-c]pyridin-1-yl)bicyclo[2.2.1]heptane-1-carboxamide OC(C)(C)C1=CC(=NC(=C1)C=1SC(=CN1)C(F)(F)F)NC1=CC2=C(C=N1)N(C(N2C2C1(CCC(C2)C1)C(=O)N)=O)C([2H])([2H])[2H]